ClC=1SC(=CN1)S(=O)(=O)N1CCC(CC1)C=1C(=C(C=2N(C1)N=CN2)F)C 2-chloro-5-((4-(8-fluoro-7-methyl-[1,2,4]triazolo[1,5-a]pyridin-6-yl)piperidin-1-yl)sulfonyl)thiazole